BrC1=NC=C(C=C1)[C@@H](C(F)(F)F)C 2-bromo-5-[(2s)-1,1,1-trifluoropropan-2-yl]pyridine